N-tert-butyl-2-({2-[4-(2-hydroxy-2-methylpropoxy)pyridin-2-yl]-5-oxo-5H,6H,7H-cyclopenta[d]pyrimidin-4-yl}(methyl)amino)acetamide C(C)(C)(C)NC(CN(C)C=1C2=C(N=C(N1)C1=NC=CC(=C1)OCC(C)(C)O)CCC2=O)=O